(R)-(3-Methyl-1-(2-(5-phenyl-3-(2-(((3-(trifluoromethyl)phenyl)sulfonyl)oxy)benzeneyl)-1H-pyrazol-1-yl)acetamido)butyl)boronic acid CC(C[C@H](NC(CN1N=C(C=C1C1=CC=CC=C1)C1=C(C=CC=C1)OS(=O)(=O)C1=CC(=CC=C1)C(F)(F)F)=O)B(O)O)C